N-[2-(6-cyano-2-pyridyl)-2-(5-methoxy-1,3-dimethyl-pyrazol-4-yl)ethyl]-5-(3,5-difluoro-2-pyridyl)isoxazole-3-carboxamide C(#N)C1=CC=CC(=N1)C(CNC(=O)C1=NOC(=C1)C1=NC=C(C=C1F)F)C=1C(=NN(C1OC)C)C